CC=1C=C(C=C(C1)C)C(=C(C#CC1=CC(=CC(=C1)C)C)CC=C)CC=C 1,4-bis(3,5-dimethylphenyl)-1,2-diallyl-1-butene-3-yne